3-(1-Acetyl-4-methoxypiperidin-4-yl)-5-chloro-8-hydroxy-1,7-dimethyl-1,6-naphthyridin-2(1H)-one C(C)(=O)N1CCC(CC1)(OC)C=1C(N(C2=C(C(=NC(=C2C1)Cl)C)O)C)=O